2-carboxy-1-hexene C(=O)(O)C(=C)CCCC